C(#N)N1CC2(CC2)[C@@H](C1)NC(=O)C1=NNC(=C1)C1=C(C=CC=C1)OC1=CC=CC=C1 (S)-N-(5-cyano-5-azaspiro[2.4]heptan-7-yl)-5-(2-phenoxyphenyl)-1H-pyrazole-3-carboxamide